ethyl 5-methoxy-3-(pyridine-4-carbonyl)-1H-indole-2-carboxylate COC=1C=C2C(=C(NC2=CC1)C(=O)OCC)C(=O)C1=CC=NC=C1